FC=1C=C(CN2C3=C(C(=C(CC2=O)C(=O)N(C)C)O)C=CC=C3)C=CC1C 1-(3-fluoro-4-methylbenzyl)-5-hydroxy-N,N-dimethyl-2-oxo-2,3-dihydro-1H-benzo[b]azepine-4-carboxamide